OP(O)(=O)OP(=O)(O)OP(=O)(O)O.C(#C)N1C(NC(C(=C1)[C@H]1[C@@H]([C@@H]([C@H](O1)CC1OCCC1)O)O)O)O ((2R,3S,4R,5S)-5-(1-ethynyl-2,4-dioxyl-1,2,3,4-tetrahydropyrimidine-5-yl)-3,4-dihydroxytetrahydrofuran-2-yl)methyltetrahydrofuran triphosphate